methylenebis(tetramethylphenol) C(C1=C(C(=C(C(=C1C)C)C)C)O)C1=C(C(=C(C(=C1C)C)C)C)O